O[C@@H](C(=O)O)C1=CC=C(C=C1)N |r| (±)-2-hydroxy-2-(4'-aminophenyl)acetic acid